(R)-N-(1-(4-fluoro-3-(trifluoromethyl)phenyl)cyclopropyl)-N-(pyrrolidin-2-ylmethyl)methanesulphonamide FC1=C(C=C(C=C1)C1(CC1)N(S(=O)(=O)C)C[C@@H]1NCCC1)C(F)(F)F